4,6-dichloro-2-(4-(2,6-dimethylpyridin-3-yl)phenyl)-5-phenylpyrimidine ClC1=NC(=NC(=C1C1=CC=CC=C1)Cl)C1=CC=C(C=C1)C=1C(=NC(=CC1)C)C